CC=1C=C(C=C(C1)C)C1=NOC(=N1)CCN 2-[3-(3,5-dimethyl-phenyl)-[1,2,4]oxadiazol-5-yl]-ethylamine